ClC1=C2C=C(NC2=CC=C1Cl)C(=O)N1CCN(CC1)C(=O)[C@H]1CNCC1 (R)-(4,5-dichloro-1H-indol-2-yl)(4-(pyrrolidine-3-carbonyl)piperazin-1-yl)methanone